N-(6-aminohexyl)aminopropyltriethoxysilane NCCCCCCNCCC[Si](OCC)(OCC)OCC